1-(3-chloro-2-hydroxyphenyl)ethan-1-one ClC=1C(=C(C=CC1)C(C)=O)O